OC1=CC=C(C=C1)C(C1CCCCC1)C1=CC=C(C=C1)O bis(4-hydroxyphenyl)-cyclohexylmethane